N-(4-fluoro-5-(((3R,5'S)-6-methoxy-5'-methyl-1H-spiro[furo[3,4-c]pyridine-3,3'-pyrrolidin]-1'-yl)methyl)thiazol-2-yl)acetamide FC=1N=C(SC1CN1C[C@]2(C[C@@H]1C)OCC1=C2C=NC(=C1)OC)NC(C)=O